(3-(2-cyano-4-(pyridin-2-yloxy)phenyl)-1,2,4-oxadiazol-5-yl)methacrylic acid C(#N)C1=C(C=CC(=C1)OC1=NC=CC=C1)C1=NOC(=N1)C=C(C(=O)O)C